S(=O)(=O)(O)O.N1C=NC(=C1)CCNC(CC(=O)NCCC=1N=CNC1)=O N,N'-bis[2-(1H-imidazol-4-yl)ethyl]propanediamide sulfate